CN[C@H]1C[C@H](N(C1)C(=O)N1CC2(CCCC2)[C@@H](CC1)CN1C=NC(=CC1=O)C1=CC=CC=C1)C1=CC=CC=C1 3-(((R)-7-((2S,4S)-4-(Methylamino)-2-phenylpyrrolidine-1-carbonyl)-7-azaspiro[4.5]decan-10-yl)methyl)-6-phenylpyrimidin-4(3H)-one